OC1CN(C1)C(=O)OC1CCC(CC1)C(N(CC12CCC(CC1)(CC2)C2=CC(=C(C=C2)OC)C)C2=CC(=CC=C2)N2C=NC(=C2)C2CC2)=O 4-((3-(4-Cyclopropyl-1H-imidazol-1-yl)phenyl) ((4-(4-methoxy-3-methylphenyl)bicyclo[2.2.2]octan-1-yl)methyl) carbamoyl)cyclohexyl trans-3-hydroxyazetidine-1-carboxylate